N-[1,2,5,6-tetrahydro-4-methyl-1-(phenylmethyl)-3-pyridinyl]acetamide (9H-fluoren-9-yl)methyl-piperazine-1-carboxylate C1=CC=CC=2C3=CC=CC=C3C(C12)COC(=O)N1CCNCC1.CC1=C(CN(CC1)CC1=CC=CC=C1)NC(C)=O